4-(fluorophenyl)butanoic acid FC1=C(C=CC=C1)CCCC(=O)O